3-tert-butyl-1-{1-[(1S)-1-(3-chlorophenyl)ethyl]-7-cyano-2-oxoquinoxalin-6-yl}urea C(C)(C)(C)NC(NC=1C=C2N=CC(N(C2=CC1C#N)[C@@H](C)C1=CC(=CC=C1)Cl)=O)=O